C1[C@@H]([C@@H]([C@H]([C@@H](O1)O)O[C@H]2[C@@H]([C@H]([C@@H]([C@H](O2)CO)O)O)O[C@H]3[C@@H]([C@H]([C@H](CO3)O)O)O)O)O The molecule is a trisaccharide consisting of alpha-L-arabinopyranose, beta-D-glucopyranose, and alpha-L-arabinopyranose residues joined in sequence by (1->2) glycosidic bonds. It derives from a beta-D-Glcp-(1->2)-alpha-L-Arap.